C(C)(C)(C)NC(=O)NC=1C=C2CCC(N(C2=CC1)CC1=CC(=CC=C1)C#N)=O 1-(tert-butyl)-3-(1-(3-cyanobenzyl)-2-oxo-1,2,3,4-tetrahydroquinolin-6-yl)urea